3-[(4-fluorophenoxy)methyl]-2-{imidazo[1,2-a]pyridine-8-carbonyl}-4-methyl-2-azabicyclo[3.1.1]heptane FC1=CC=C(OCC2N(C3CC(C2C)C3)C(=O)C=3C=2N(C=CC3)C=CN2)C=C1